O[C@@H](C(=O)NCCCO)C(CO)(C)C (+)-(R)-2,4-Dihydroxy-N-(3-hydroxypropyl)-3,3-dimethylbutyramid